O=C1CC([NH+](C(C1)(C)C)[O-])(C)C 4-oxo-2,2,6,6-tetramethyl-piperidine-N-oxide